CC12C(CN(C1)C)(CNC2)C 3a,5,6a-trimethylhexahydropyrrolo[3,4-c]pyrrol